2-[[4-[3-ethyl-5-iso-propoxy-2-(2H-tetrazol-5-yl)phenyl]piperazin-1-yl]-methyl]-1,3-benzo-thiazole C(C)C=1C(=C(C=C(C1)OC(C)C)N1CCN(CC1)CC=1SC2=C(N1)C=CC=C2)C=2N=NNN2